sodium nickel-iron-manganese [Mn].[Fe].[Ni].[Na]